2-(N-(3-morpholinopropanoyl)carbamimidoyl)-7-oxo-1,6-diazabicyclo[3.2.1]octan-6-yl hydrogen sulfate S(=O)(=O)(ON1C2CCC(N(C1=O)C2)C(NC(CCN2CCOCC2)=O)=N)O